(S)-3-(benzyloxy)-1-(2-(4-methoxyphenyl)-2-hydroxyethyl)-2-methylpyridin-4(1H)-one C(C1=CC=CC=C1)OC1=C(N(C=CC1=O)C[C@@H](O)C1=CC=C(C=C1)OC)C